Methyl 4-(5-benzyl-11,11-dimethyl-3,6,9-trioxo-2,10-dioxa-5,8-diazadodecan-7-yl)benzoate C(C1=CC=CC=C1)N(CC(OC)=O)C(C(NC(OC(C)(C)C)=O)C1=CC=C(C(=O)OC)C=C1)=O